Methyl 6-(4-(4-((tert-butoxycarbonyl)amino)piperidin-1-yl)butyl)-3-hydroxypicolinate C(C)(C)(C)OC(=O)NC1CCN(CC1)CCCCC1=CC=C(C(=N1)C(=O)OC)O